C(C1=CC=CC=C1)OC1=C(C(=CC(=C1)O)O)C(=O)N1CC2=C(C=CC=C2CC1)NC1COC1 (2-(benzyloxy)-4,6-dihydroxyphenyl)(8-(oxetan-3-ylamino)-3,4-dihydroisoquinolin-2(1H)-yl)methanone